C[O-].C[O-].C[O-].C[O-].[Ti+4] titanium tetrakis(methoxide)